OC(CC(=O)O)CCCCCCCCCCC 3-hydroxy-7-cis-tetradecanoic acid